CC=1C=C(OCC(=O)CC(=O)O)C=C(C1)OC 2-(2-(3-methyl-5-methoxyphenoxy)acetyl)acetic acid